N,N-bis(2,3-epoxypropyl)o-toluidine C(C1CO1)N(C=1C(=CC=CC1)C)CC1CO1